The molecule is an amino disaccharide comprised of an N-acetyl-alpha-neuraminyl residue linked (2->3) to N-acetyl-alpha-D-galactosamine It has a role as an epitope. CC(=O)N[C@@H]1[C@H](C[C@@](O[C@H]1[C@@H]([C@@H](CO)O)O)(C(=O)O)O[C@@H]2[C@H]([C@H](O[C@@H]([C@@H]2O)CO)O)NC(=O)C)O